cinnamaldehyde oxime p-fluorobenzoate FC1=CC=C(C(=O)O)C=C1.C(C=CC1=CC=CC=C1)=NO